2-(2-methylsulfinylpyrimidin-4-yl)-1H,5H,6H,7H-pyrrolo[3,2-c]Pyridin-4-one CS(=O)C1=NC=CC(=N1)C1=CC=2C(NCCC2N1)=O